[Se](CCC(C(=O)N)(CC1=CC=CC=C1)NC(C(CC1=CC=C(C=C1)O)N)=O)CCC(C(=O)N)(CC1=CC=CC=C1)NC(C(CC1=CC=C(C=C1)O)N)=O (selenodi(ethane-2,1-diyl))bis(2-(2-amino-3-(4-hydroxyphenyl)propionamido)-3-phenylpropionamide)